2-methyl-N-[3-chloro-4-[4-[(2s,4s)-4-hydroxypyrrolidine-2-carbonyl]piperazine-1-carbonyl]phenyl]-5-[4-(cyanomethoxy)-2,3-difluoro-phenyl]-imidazole-2-carboxamide CC1(N=C(C=N1)C1=C(C(=C(C=C1)OCC#N)F)F)C(=O)NC1=CC(=C(C=C1)C(=O)N1CCN(CC1)C(=O)[C@H]1NC[C@H](C1)O)Cl